(S)-4-methyl-6-(4-((2-(4-methyl-1-oxo-1,3-dihydroisobenzofuran-5-yl)morpholino)methyl)-1H-pyrazol-1-yl)nicotinonitrile CC1=CC(=NC=C1C#N)N1N=CC(=C1)CN1C[C@@H](OCC1)C=1C(=C2COC(C2=CC1)=O)C